O1C2=C(OCC1C=1NC(C(N1)[2H])[2H])C=C(C(=C2)[2H])[2H] 2-(2,3-dihydrobenzo[b][1,4]dioxin-2-yl-6,7-d2)-4,5-dihydro-1H-imidazole-4,5-d2